methyl-3,3-dimethyl-2-oxoindolin CN1C(C(C2=CC=CC=C12)(C)C)=O